Cl.C12CNCC(CC1)N2C2=CC=C(C=C2)C2C(NC(CC2)=O)=O 3-(4-(3,8-diazabicyclo[3.2.1]octan-8-yl)phenyl)piperidine-2,6-dione HCl